6,6,9-Trimethyl-7,8,9,10-tetrahydrobenzo[c]chromen-3-ol CC1(OC2=CC(=CC=C2C2=C1CCC(C2)C)O)C